1,3-dihydrospiro[indene-2,4'-piperidine]-6-Carbonitrile N1CCC2(CC1)CC1=CC(=CC=C1C2)C#N